CS(=O)(=O)C1=NC=C(C=C1C1=CC=C(C=C1)C1CN(C1)C(=O)OC(C)(C)C)C(F)(F)F Tert-Butyl 3-[4-[2-methylsulfonyl-5-(trifluoromethyl)-3-pyridyl]phenyl]azetidine-1-carboxylate